(6-((2-((4-((2S,6R)-2,6-dimethylmorpholino)-2-methoxy-5-(1-methyl-1H-pyrazol-4-yl)Phenyl)amino)-7H-pyrrolo[2,3-d]pyrimidin-4-yl)amino)quinoxalin-5-yl)dimethylphosphine oxide C[C@@H]1O[C@@H](CN(C1)C1=CC(=C(C=C1C=1C=NN(C1)C)NC=1N=C(C2=C(N1)NC=C2)NC=2C(=C1N=CC=NC1=CC2)P(C)(C)=O)OC)C